2,3-dimethyl-phenyl-magnesium bromide CC1=C(C=CC=C1C)[Mg]Br